3-(4-chlorophenyl)-1-(4-(quinoxalin-2-yloxy)phenyl)chalcone ClC1=CC=C(C=C1)C=1CC(C=CC1)(\C=C\C(=O)C1=CC=CC=C1)C1=CC=C(C=C1)OC1=NC2=CC=CC=C2N=C1